N1C=NC(=C1)C(=O)NCCOCCOCCOCCOCC(COCCCCCCCC(=O)[O-])OCCCCCCCC(=O)OC\C=C/CCCCCC 8-[3-[2-[2-[2-[2-(1H-imidazole-4-carbonylamino)ethoxy]ethoxy]ethoxy]ethoxy]-2-[8-[(Z)-non-2-enoxy]-8-oxo-octoxy]propoxy]octanoate